(3R,7S)-7-Amino-18-{[(2R)-2-amino-2-carboxyethyl]sulfanyl}-3-[1-benzyl-4-(2,5-difluorophenyl)-1H-pyrrol-2-yl]-4-glycoloyl-2,2-dimethyl-8,16-dioxo-12-oxa-4,9,15-triazanonadecane N[C@@H](CCN([C@H](C(C)(C)C)C=1N(C=C(C1)C1=C(C=CC(=C1)F)F)CC1=CC=CC=C1)C(CO)=O)C(NCCOCCNC(CC(C)SC[C@@H](C(=O)O)N)=O)=O